1-((3S,4R)-3-fluoro-4-((1-(2-fluoroethyl)-6-((5-methylthiazol-2-yl)amino)-1H-pyrrolo[3,2-c]pyridin-4-yl)oxy)pyrrolidin-1-yl)prop-2-en-1-one F[C@H]1CN(C[C@H]1OC1=NC(=CC2=C1C=CN2CCF)NC=2SC(=CN2)C)C(C=C)=O